C1(CCC1)NS(=O)(=O)C=1C(=NN(C1C)C1=NC=C(C(=C1)OC1CN(C1)C(=O)N1N=CC[C@H]1C1=CC(=CC(=C1)F)F)F)C (S)-N-cyclobutyl-1-(4-((1-(5-(3,5-difluorophenyl)-4,5-dihydro-1H-pyrazole-1-carbonyl)azetidin-3-yl)oxy)-5-fluoropyridin-2-yl)-3,5-dimethyl-1H-pyrazole-4-sulfonamide